N-[1-[(6-chloro-3-pyridyl)methyl]-2-pyridinylidene]-2,2,2-trifluoroacetamide ClC1=CC=C(C=N1)CN1C(C=CC=C1)=NC(C(F)(F)F)=O